4-(cyclobutylamino)-2-(methylthio)pyrimidine-5-carbonitrile C1(CCC1)NC1=NC(=NC=C1C#N)SC